COCC12C(C(CC2C1)CC1C(C1)(C=O)C)(C)C 2-[[1-(methoxymethyl)-2,2-dimethyl-3-bicyclo[3.1.0]hexyl]methyl]-1-methyl-cyclopropanecarboxaldehyde